CC=1N=C(C2=C(N1)OC=C2C(=O)NC2CCN(CC2)C2=NC=CN=C2)NC2(CC2)C methyl-4-[(1-methylcyclopropyl)amino]-N-[1-(pyrazin-2-yl)piperidin-4-yl]furo[2,3-d]pyrimidine-5-carboxamide